N-(4-((1R,3R,4S,5S)-3-amino-4-(2-hydroxyethylsulfonyl)-5-methylcyclohexyl)pyridin-3-yl)-6-(2,6-difluorophenyl)-5-fluoropicolinamide N[C@@H]1C[C@@H](C[C@@H]([C@@H]1S(=O)(=O)CCO)C)C1=C(C=NC=C1)NC(C1=NC(=C(C=C1)F)C1=C(C=CC=C1F)F)=O